9-(4-Chloro-5-iodo-7H-pyrrolo[2,3-d]pyrimidin-7-yl)-3-azaspiro[5.5]undecane-3-carboxylic acid phenylmethyl ester C1(=CC=CC=C1)COC(=O)N1CCC2(CC1)CCC(CC2)N2C=C(C1=C2N=CN=C1Cl)I